3-ethyl-3-fluoro-4-oxopiperidine-1-carboxylic acid tert-butyl ester C(C)(C)(C)OC(=O)N1CC(C(CC1)=O)(F)CC